BrC1=CN=C2N1C=C(N=C2)C(=O)N2CCN(C1=CC(=CC=C21)F)C (3-bromoimidazo[1,2-a]pyrazin-6-yl)-(6-fluoro-4-methyl-2,3-dihydroquinoxalin-1-yl)methanone